tert-butyl (4S)-4-carbamoyl-4-{5-[3-(dimethoxymethyl)azetidin-1-yl]-7-fluoro-1-oxo-3H-isoindol-2-yl}butanoate C(N)(=O)[C@H](CCC(=O)OC(C)(C)C)N1C(C2=C(C=C(C=C2C1)N1CC(C1)C(OC)OC)F)=O